diethyl-styrene phosphonate P(O)(O)=O.C(C)C(=CC1=CC=CC=C1)CC